C(C)N1C(NC2=C(C1)N=CC(=C2)CN2CCN(CC2)C=2C=CC(=NC2C)C(=O)NC)=O 5-(4-((3-ethyl-2-oxo-1,2,3,4-tetrahydropyrido[3,2-d]pyrimidin-7-yl)methyl)piperazin-1-yl)-N,6-dimethylpicolinamide